N-[6-(1,3-dimethylpyrazol-4-yl)-2-methoxy-3-pyridinyl]-5-methyl-3-phenyl-isoxazole-4-carboxamide CN1N=C(C(=C1)C1=CC=C(C(=N1)OC)NC(=O)C=1C(=NOC1C)C1=CC=CC=C1)C